C(C)C=1C=C(C=C(C1)O)O 5-ethyl-1,3-dihydroxybenzene